CC(C)(C)OC(=O)NC1CCC(CC1)N N-Boc-trans-1,4-Cyclohexanediamine